C(#N)C=1C=C(C=CC1)C=1C=C(OC1C)C(=O)O 4-(3-cyanophenyl)-5-methylfuran-2-carboxylic acid